3-{[(2S)-4-methylmorpholin-2-yl]methoxy}pyridin CN1C[C@H](OCC1)COC=1C=NC=CC1